5-(2,4-difluorophenyl)-7-(2-(2-methoxypyridin-4-yl)morpholino)-2,3-dimethylpyrido[4,3-d]pyrimidin-4(3H)-one FC1=C(C=CC(=C1)F)C1=NC(=CC=2N=C(N(C(C21)=O)C)C)N2CC(OCC2)C2=CC(=NC=C2)OC